C(C)(C)(C)OC(=O)N1CCN(CC1)C1CCC(CC1)OS(=O)(=O)C.CC1=CC=C(C=N1)C(C)=O 1-(6-methyl-3-pyridyl)ethanone tert-butyl-4-((1s,4s)-4-(methylsulfonyloxy)cyclohexyl)piperazine-1-carboxylate